C(#N)C1=C(C=C(C(=O)N(C=2C=C(C=3N(C2)C(=CN3)C=3C=CC(=NC3)NC(OC)=O)C)C)C=C1)F methyl N-[5-[6-[(4-cyano-3-fluoro-benzoyl)-methyl-amino]-8-methyl-imidazo[1,2-a]pyridin-3-yl]-2-pyridyl]carbamate